ClC=1N=CC2=C(N1)N(C1=C2SN=C1)CC1=CC=C(C=C1)OC 6-chloro-4-(4-methoxybenzyl)-4H-isothiazolo[5',4':4,5]pyrrolo[2,3-d]pyrimidine